7-Chloro-4-methoxy-1,3,4,5-tetrahydro-2H-1-benzazepin-2-thion ClC=1C=CC2=C(CC(CC(N2)=S)OC)C1